2-(3-isopropyl-6-(pyrrolidin-1-yl)-3,4-dihydroisoquinolin-7-yl)thiazole C(C)(C)C1N=CC2=CC(=C(C=C2C1)N1CCCC1)C=1SC=CN1